C(C)(C)(C)N1CC=C(C=C1)NC(CC1=CC(=CC(=C1)O)Cl)=O N-tert.-Butyl-4-[[2-(3-chloro-5-hydroxyphenyl)acetyl]amino]pyridin